CCCCC/C=C\C/C=C\CCCCCCCCCC(=O)O[C@H](COC(=O)CC/C=C\C/C=C\C/C=C\C/C=C\C/C=C\C/C=C\CC)COP(=O)(O)OC[C@H](CO)O 1-(4Z,7Z,10Z,13Z,16Z,19Z-docosahexaenoyl)-2-(11Z,14Z-eicosadienoyl)-glycero-3-phospho-(1'-sn-glycerol)